5-2-ethylnaphthol CCC1=C2C=CC=C(C2=CC=C1)O